OCC[C@H](CCC)NC=1C2=C(N=C(N1)NC(OC)=O)C(=NN2CC2=C(C=C(C=C2)CO)OC)C methyl (S)-(7-((1-hydroxyhexan-3-yl)amino)-1-(4-(hydroxymethyl)-2-methoxybenzyl)-3-methyl-1H-pyrazolo[4,3-d]pyrimidin-5-yl)carbamate